C(#N)C1=CC=C(C=2N1N=CC2)N2C[C@@H](O[C@@H](C2)C)C(=O)NCCOC (2R,6R)-4-(7-Cyanopyrazolo[1,5-a]pyridin-4-yl)-N-(2-methoxyethyl)-6-methyl-morpholine-2-carboxamide